Cl.N1C[C@@H](CC1)CN1C=CC2=NC(=C(C=C21)C2=CC(=C(C=C2)C#N)F)C2=CC(=C(C=C2)OC)F 4-{1-[((3R)-pyrrolidin-3-yl)methyl]-5-(3-fluoro-4-methoxyphenyl)pyrrolo[3,2-b]pyridin-6-yl}-2-fluorobenzenecarbonitrile HCl salt